C(#N)C1=CC=C(C=C1)C1=CC=C(C=C1)B(O)O 4-cyano-1,1'-biphenyl-4'-boronic acid